C1(CCCC1)N1C(N(C=2C=NC(=CC21)NC2=C(C=C(C=C2)OC)C)C(C)C)=O 1-cyclopentyl-3-isopropyl-6-((4-methoxy-2-methylphenyl)amino)-1,3-dihydro-2H-imidazo[4,5-c]pyridin-2-one